NC1=NC=CC=2N1C(=NC2C2CN(CC2)C(C#CC)=O)C2=CC(=C(C=C2)OC2=NC=CC=C2)OC 1-(3-(5-amino-3-(3-methoxy-4-(pyridin-2-yloxy)phenyl)imidazo[1,5-c]pyrimidin-1-yl)pyrrolidin-1-yl)but-2-yn-1-one